(1R,3R)-benzyl 1-((R)-1,1-dimethylethylsulfinamido)-3-methyl-8-azaspiro[4.5]decane-8-carboxylate CC(C)(C)[S@@](=O)N[C@@H]1C[C@@H](CC12CCN(CC2)C(=O)OCC2=CC=CC=C2)C